2-oxo-1,3-dihydrobenzimidazol O=C1NC2=C(N1)C=CC=C2